1-{3-[1-(4-fluorobenzyl)piperidin-4-yl]prop-2-enoyl}-5,6-dihydropyridin-2(1H)-one FC1=CC=C(CN2CCC(CC2)C=CC(=O)N2C(C=CCC2)=O)C=C1